Lithium-Silicon-Tin [Sn].[Si].[Li]